COC1=C(C2=CC=CC=C2C=C1)C(=O)P(C1=CC=C(C=C1)C1=CC=CC=C1)=O (2-methoxy-1-naphthoyl)-4-biphenylylphosphine oxide